FC(C=1C(=C(C=CC1)[C@@H](C)NC=1C2=C(N=C(N1)C)C=NC(=C2)N2CCN(CC2)C(COC)=O)F)F 1-{4-[4-({(1R)-1-[3-(difluoromethyl)-2-fluorophenyl]ethyl}amino)-2-methylpyrido[3,4-d]pyrimidin-6-yl]piperazin-1-yl}-2-methoxyethan-1-one